ClC=1C(=C(C=C(C1OC1=NN(C(C(=C1)C(C)C)=O)C)Cl)N(C(OC(C)(C)C)=O)CC1=NOC(N1)=O)F tert-butyl (3,5-dichloro-2-fluoro-4-((5-isopropyl-1-methyl-6-oxo-1,6-dihydropyridazin-3-yl)oxy)phenyl)((5-oxo-4,5-dihydro-1,2,4-oxadiazol-3-yl)methyl)carbamate